P(=O)(O[Si](CC)(CC)CC)(I)F triethylsilyl fluoroiodophosphate